tert-Butyl 3-(((5-chloro-2-(trifluoromethyl)pyrazolo[1,5-a]pyrimidin-7-yl)amino)methyl)-3-(4-fluorophenyl)azetidine-1-carboxylate ClC1=NC=2N(C(=C1)NCC1(CN(C1)C(=O)OC(C)(C)C)C1=CC=C(C=C1)F)N=C(C2)C(F)(F)F